6-[6-cyclopropyl-3-(2-hydroxyphenyl)cinnolin-7-yl]-2,6-diazaspiro[3.3]heptane-2-carboxylic acid tert-butyl ester C(C)(C)(C)OC(=O)N1CC2(C1)CN(C2)C2=C(C=C1C=C(N=NC1=C2)C2=C(C=CC=C2)O)C2CC2